3-heptadecanoyl-tetrahydrofuran-2,5-dione C(CCCCCCCCCCCCCCCC)(=O)C1C(OC(C1)=O)=O